(1R,2R)-1-amino-2,3-dihydro-1H-inden-2-ol N[C@H]1[C@@H](CC2=CC=CC=C12)O